1-(piperidin-4-yl)-4-(1H-pyrazol-1-yl)-2,3-dihydro-1H-1,3-benzodiazol-2-one N1CCC(CC1)N1C(NC2=C1C=CC=C2N2N=CC=C2)=O